S1C(=CC=C1)C=1NC(C2=C(NC(C21)=O)C=2SC=CC2)=O 3,6-bis(thiophen-2-yl)-2,5-dihydropyrrolo[3,4-c]pyrrole-1,4-dione